ClC1=C(C=C(C(=C1)Cl)[N+](=O)[O-])OC(C)C 2,4-dichloro-5-nitroisopropoxybenzene